6-methyl-7-oxo-1-[[2-(trimethylsilyl)ethoxy]methyl]-1H,6H,7H-pyrazolo[4,3-d]pyrimidine-3-carbonitrile CN1C=NC2=C(C1=O)N(N=C2C#N)COCC[Si](C)(C)C